Cl.O=C1NC(CC[C@H]1NC(=O)C1=CC=C(C=C1)N1CCNCC1)=O |r| (±)-N-(2,6-dioxopiperidin-3-yl)-4-(piperazin-1-yl)benzeneFormamide hydrochloride